FC=1C=C(C=C(C1)F)C=1C(=C(C=CC1)C[C@@H]1NCC2(CC2)[C@@H]1NS(=O)(=O)CF)F N-[(6S,7S)-6-[[3-(3,5-difluorophenyl)-2-fluoro-phenyl]methyl]-5-azaspiro[2.4]heptan-7-yl]-1-fluoro-methanesulfonamide